C(C)(C)(C)[Si](OCCCCCCCCC=C(C)C)(C)C (tert-butyl)bis(methyl)(10-methyl-9-undecenyloxy)silane